(1-(pyridin-3-yl)piperidin-4-yl)methanamine N1=CC(=CC=C1)N1CCC(CC1)CN